C[C@H]1CC[C@@H](NC1)C1=CC=C(C=C1)C |r| rac-(2R,5S)-5-Methyl-2-(p-tolyl)piperidine